(benzylthio)-8-fluoroimidazo[1,2-a]pyridine-3-carbonyl chloride C(C1=CC=CC=C1)SC=1N=C2N(C=CC=C2F)C1C(=O)Cl